2-(2-((5-(8-aminonaphthalen-2-yl)-1-isopropyl-1H-indazol-3-yl)methoxy)phenyl)acetic acid NC=1C=CC=C2C=CC(=CC12)C=1C=C2C(=NN(C2=CC1)C(C)C)COC1=C(C=CC=C1)CC(=O)O